C(C)(C)(C)OC(=O)N1C(OC[C@H]1[C@@H](CCCC(=O)O)O[Si](C)(C)C(C)(C)C)(C)C (5R)-5-[(4S)-3-tert-butoxycarbonyl-2,2-dimethyl-oxazolidin-4-yl]-5-[tert-butyl(dimethyl)silyl]oxy-pentanoic acid